1-(prop-2-enoylazetidin-3-yl)pyrazole-4-carboxamide C(C=C)(=O)N1CC(C1)N1N=CC(=C1)C(=O)N